N(=[N+]=[N-])C(CCCC(=O)O)CN=[N+]=[N-] 5,6-Diazidohexanoic acid